C(C(C)C)Br isoButyl bromide